1-ethyl-5-(4,4,5,5-tetramethyl-1,3,2-dioxaborolan-2-yl)pyrazole C(C)N1N=CC=C1B1OC(C(O1)(C)C)(C)C